NC=1SC2=C(N1)C(=C(C=C2F)F)C=2C(=CC=1C3=C(C=NC1C2F)N(C([C@@H]2N3C[C@H](N(C2)C=C(C)F)C)=O)C)Cl (2R,4aR)-10-(2-amino-5,7-difluorobenzo[d]thiazol-4-yl)-11-chloro-9-fluoro-3-(2-fluoropropenyl)-2,6-dimethyl-2,3,4,4a-tetrahydro-1H-pyrazino[1',2':4,5]pyrazino[2,3-c]quinolin-5(6H)-one